tert-butyl 3-[[3-[[1-(1,3-benzothiazol-2-yl)-2-[3-[(E)-N'-hydroxycarbamimidoyl]phenyl]ethyl]sulfamoyl]phenyl]carbamoyl]azetidine-1-carboxylate S1C(=NC2=C1C=CC=C2)C(CC2=CC(=CC=C2)\C(\N)=N/O)NS(=O)(=O)C=2C=C(C=CC2)NC(=O)C2CN(C2)C(=O)OC(C)(C)C